methoxy-4-formyl-[1,1'-biphenyl] COC1=C(C=CC(=C1)C=O)C1=CC=CC=C1